1-(4-(6-chloro-7-(2,4-difluoro-phenyl)-8-methoxy-quinazolin-4-yl)piperazin-1-yl)prop-2-en-1-one ClC=1C=C2C(=NC=NC2=C(C1C1=C(C=C(C=C1)F)F)OC)N1CCN(CC1)C(C=C)=O